FC1=CC2=C(N=C(S2)NC[C@H]2N(C3CC([C@H]2C)C3)C(C3=C(C=CC(=C3)F)N3N=CC=N3)=O)C=C1 6-fluoro-N-({(3S,4R)-2-[5-fluoro-2-(2H-1,2,3-triazol-2-yl)benzoyl]-4-methyl-2-azabicyclo[3.1.1]heptan-3-yl}methyl)-1,3-benzothiazol-2-amine